(S)-4-(5-(3-((2-((S)-3-carboxybutyl)-4-chloro-6-methoxybenzo[b]thiophen-5-yl)oxy)propoxy)-6-methoxybenzo[b]thiophen-2-yl)-2-methyl-4-oxobutanoic acid C(=O)(O)[C@H](CCC1=CC2=C(S1)C=C(C(=C2Cl)OCCCOC2=CC1=C(SC(=C1)C(C[C@@H](C(=O)O)C)=O)C=C2OC)OC)C